C(C(C)C)(=O)OC=1C=CC=C2C(=CNC12)CCN(C)C 3-(2-(dimethylamino) ethyl)-1H-indol-7-yl isobutyrate